Phenyl[phenyl(terphenylyl)triazinyl]indolocarbazole C1(=CC=CC=C1)C=1C(=C2C(=CC1)N=C1C=CC3=C4C=CC=CC4=NC3=C12)C1=NN=NC(=C1C1=C(C=CC=C1)C=1C(=CC=CC1)C1=CC=CC=C1)C1=CC=CC=C1